C(C(C)C)OC(=O)[C@H]1[C@H](CC=CC1)C(=O)O cis-4-cyclohexene-1,2-dicarboxylic acid isobutyl ester